FC1=C(C(=CC=C1)F)S(=O)(=O)NC=1C(=NC=C(C1)C=1C=C2C(=NC=NC2=CC1)N1CC2(CN(C2)C(\C=C\C(C)=O)=O)CC1)OC (E)-2,6-difluoro-N-(2-methoxy-5-(4-(2-(4-oxopent-2-enoyl)-2,6-diazaspiro[3.4]oct-6-yl)quinazolin-6-yl)pyridin-3-yl)benzenesulfonamide